(S)-6-ethyl-N-((S)-1-(5-(4-fluoro-2-methoxyphenyl)-1H-imidazol-2-yl)-7-oxononyl)-6-azaspiro[2.5]octane-1-carboxamide C(C)N1CCC2(C[C@@H]2C(=O)N[C@@H](CCCCCC(CC)=O)C=2NC(=CN2)C2=C(C=C(C=C2)F)OC)CC1